(9H-fluoren-9-yl)methyl (15-((5-amino-2-(hydroxymethyl)phenyl)amino)-15-oxo-3,6,9,12-tetraoxapentadecyl)carbamate NC=1C=CC(=C(C1)NC(CCOCCOCCOCCOCCNC(OCC1C2=CC=CC=C2C=2C=CC=CC12)=O)=O)CO